(2S)-2-[(3-ethynylcyclobutanecarbonyl)-methyl-amino]-3-methyl-butanoic acid tert-butyl ester C(C)(C)(C)OC([C@H](C(C)C)N(C)C(=O)C1CC(C1)C#C)=O